C(C)(C)(C)S(=O)(=O)NC(C1=CC=C(C=C1)N1CCN(CC1)C(C1=CC(=C(C=C1)C1=CC(=CC=C1)O)C)=O)=O N-tert-Butylsulfonyl-4-[4-[4-(3-hydroxyphenyl)-3-methylbenzoyl]piperazin-1-yl]benzamide